6'-((1S,2S)-2-(6-(2,4-dimethoxypyrimidin-5-yl)-3-fluoroimidazo[1,2-b]pyridazin-8-yl)cyclopropyl)-1'-(2,2,2-trifluoroethyl)spiro[cyclopropane-1,3'-indolin]-2'-one COC1=NC=C(C(=N1)OC)C=1C=C(C=2N(N1)C(=CN2)F)[C@@H]2[C@H](C2)C2=CC=C1C3(C(N(C1=C2)CC(F)(F)F)=O)CC3